COC[C@H]1N2C=3C(=C(SC3C(NC1)=O)C1=CC=NC=C1)OCC2 (S)-6-(methoxymethyl)-2-(pyridin-4-yl)-4,5,7,8-tetrahydro-3-oxa-1-thia-5a,8-diazabenzo[cd]azulen-9(6H)-one